OC(=O)C(F)(F)F.NCCCCCCCCNC(COC=1C=C2C3=C(C(N(C(C3=CC=C2)=O)C2C(NC(CC2)=O)=O)=O)C1)=O N-(8-aminooctyl)-2-(2-(2,6-dioxopiperidin-3-yl)-1,3-dioxo-2,3-dihydro-1H-benzo[de]isoquinolin-5-yloxy)acetamide TFA salt